ClC1=CNC=2N=C(C=C(C21)NCCOC)NC2=C(C=C(C=C2)S(=O)(=O)N2C(CCCC2)N2CCOCC2)OC 3-chloro-N6-(2-methoxy-4-((morpholinopiperidin-1-yl)sulfonyl)phenyl)-N4-(2-methoxyethyl)-1H-pyrrolo[2,3-b]pyridine-4,6-diamine